C(C)(=O)N1CCC2=CC(=C(C=C12)OCC1=CC=CC=C1)OCC1=CC=CC=C1 acetyl-5,6-dibenzyloxylindoline